N1(N=CN=C1)S(=O)(=O)C1=CC=C(C(=O)NC2=CC=C(C=C2)C2=C(C=CC=C2)OC)C=C1 4-((1H-1,2,4-triazol-1-yl)sulfonyl)-N-(2'-methoxy-[1,1'-biphenyl]-4-yl)benzamide